FC(OC1=NC=CC(=C1)CNC(=O)NC1CCOC2(C(CCC2)(F)F)C1)F 1-[[2-(difluoromethoxy)pyridin-4-yl]methyl]-3-(4,4-difluoro-6-oxaspiro[4.5]decan-9-yl)urea